(R)-3-((R)-((2-(6-chloropyridin-3-yl)ethyl)amino)(phenyl)methyl)-N-ethyl-1,2,3,4-tetrahydropyrido[2,3-b]pyrazine-7-carboxamide ClC1=CC=C(C=N1)CCN[C@@H]([C@H]1CNC2=C(N1)N=CC(=C2)C(=O)NCC)C2=CC=CC=C2